Cl.N[C@H](C(=O)OC)C(CC)(C)C methyl (2S)-2-amino-3,3-dimethyl-pentanoate hydrochloride